5-(benzylamino)-N-(pyridin-2-ylmethyl)benzofuran-2-carboxamide C(C1=CC=CC=C1)NC=1C=CC2=C(C=C(O2)C(=O)NCC2=NC=CC=C2)C1